(2,2,4,4,6,6-hexamethyl-1,3,5,2,4,6-triazatrisilinan-1-yl)silane C[Si]1(N([Si](N[Si](N1)(C)C)(C)C)[SiH3])C